C(C)NNCCNCC N,2-diethylaminoethylamine